SC(C(C)(O)C)C1=CC=CC=C1 1-mercapto-2-methyl-1-phenylpropan-2-ol